tert-butyl 4-[(2-amino-4-bromo-6-fluorophenyl)ethynyl]piperidine-1-carboxylate NC1=C(C(=CC(=C1)Br)F)C#CC1CCN(CC1)C(=O)OC(C)(C)C